4-(4-bromo-3,5-dimethyl-pyrazol-1-yl)piperidine BrC=1C(=NN(C1C)C1CCNCC1)C